5-benzyl-N-((1aR,2R,8bS)-4-methyl-3-oxo-1,1a,2,3,4,8b-hexahydrocyclopropa[d]pyrido[2,3-b]azepin-2-yl)-1H-pyrazole-3-carboxamide C(C1=CC=CC=C1)C1=CC(=NN1)C(=O)N[C@@H]1[C@H]2[C@@H](C3=C(N(C1=O)C)N=CC=C3)C2